(2R)-2-hydroxy-3-(1H-imidazol-1-yl)propionic acid hydrochloride Cl.O[C@@H](C(=O)O)CN1C=NC=C1